3-(2-(benzyloxy)ethoxy)phenylpropan-1-amine C(C1=CC=CC=C1)OCCOC=1C=C(C=CC1)C(CC)N